[C].[W]=[Se] tungsten selenide carbon